2-ethyl-1,3-dimethyl-benzoimidazole C(C)C1N(C2=C(N1C)C=CC=C2)C